C(C)OC(\C=C(\CCC=C(C)C)/C)OCC (2E)-1,1-diethoxy-3,7-dimethyl-octa-2,6-diene